2-Aminoethyl (7-fluoro-6-(8-methyl-2,3-dihydro-1H-pyrido[2,3-b][1,4]oxazin-7-yl)isoquinolin-3-yl)carbamate FC1=C(C=C2C=C(N=CC2=C1)NC(OCCN)=O)C1=C(C2=C(OCCN2)N=C1)C